(S)-dihydroxy-4Z,7Z,11E,13Z,15E,19Z-docosahexaenoic acid OC(=C(C(=O)O)O)\C=C/C=C\C=C\C=C\C=C/CCCCCCCCC